C(CC(=C)C)C(C=1C(NC(N([C@H]2[C@H](OC)[C@H](O)[C@@H](CO)O2)C1)=O)=O)N 5-(isopentenyl-aminomethyl)-2'-O-methyl-uridine